C(C)N(C(=O)OC=1C(=CC(=C(C1)SSSC1=C(C=C(C(=C1)OC(N(CC)CC)=O)F)C)C)F)CC bis(5-diethylcarbamoyloxy-4-fluoro-2-methylphenyl) trisulfide